C(C)(C)(C)OC(=O)N1CC2(CC1)C(NC1=CC=CC=C12)=O 2-oxospiro[1H-indole-3,3'-pyrrolidine]-1'-carboxylic acid tert-butyl ester